C(OCCN(CC(=O)O)CC(=O)O)COCCN(CC(=O)O)CC(=O)O ethylenedioxy-diethylene-dinitrilo-tetraacetic acid